FC=1C=CC2=C(C3C(O2)C3C(=O)NCC=3SC2=C(N3)C=CC=C2)C1 2-{[(exo-5-fluoro-1a,6b-dihydro-1H-cyclopropa[b][1]benzofuran-1-carbonyl)amino]methyl}-1,3-benzothiazole